Methyl (S)-2-amino-3-(thiophen-3-yl)propanoate N[C@H](C(=O)OC)CC1=CSC=C1